OC1CCCC1 (1S,3S)-2-hydroxycyclopentane